Chloroformic acid-2-ethylhexyl ester C(C)C(COC(=O)Cl)CCCC